1-O-α-D-glucopyranosyl-D-mannitol dihydrate O.O.[C@H]1([C@H](O)[C@@H](O)[C@H](O)[C@H](O1)CO)OC[C@@H](O)[C@@H](O)[C@H](O)[C@H](O)CO